(S)-N-(1-amino-3-hydroxy-1-oxopropan-2-yl)-5-(benzyloxy)-2-(difluoromethyl)benzofuran-3-carboxamide NC([C@H](CO)NC(=O)C1=C(OC2=C1C=C(C=C2)OCC2=CC=CC=C2)C(F)F)=O